OC1=C(C=C(CC2=C(C=C(OCC(=O)NCCS(=O)(=O)C)C=C2C)C)C=C1)C(C)C (4-(4-hydroxy-3-isopropylbenzyl)-3,5-dimethylphenoxy)-N-(2-(methylsulfonyl)ethyl)acetamide